Ethyl 2-({[2-methyl-6-(propan-2-yl)phenyl]-carbamoyl}oxy)-3-(1H-pyrazol-1-yl)propanoate CC1=C(C(=CC=C1)C(C)C)NC(=O)OC(C(=O)OCC)CN1N=CC=C1